4-(4-(2-methoxyphenyl)but-3-en-2-yl)morpholine COC1=C(C=CC=C1)C=CC(C)N1CCOCC1